8-((4-(1-amino-6-(1-isobutyrylpiperidin-4-yl)pyrrolo[1,2-a]pyrazin-8-yl)phenyl)amino)-2-(4-fluorophenyl)-2,7-naphthyridin-1(2H)-one NC=1C=2N(C=CN1)C(=CC2C2=CC=C(C=C2)NC=2N=CC=C1C=CN(C(C21)=O)C2=CC=C(C=C2)F)C2CCN(CC2)C(C(C)C)=O